N,6-dimethyl-5-(4-((6-(3-methylureido)-3-oxo-2,3-dihydropyridazin-4-yl)methyl)piperazin-1-yl)picolinamide CNC(C1=NC(=C(C=C1)N1CCN(CC1)CC=1C(NN=C(C1)NC(=O)NC)=O)C)=O